CC(C[C@H](COC1=NC(=NC(=C1C)C1=C(C=CC=C1C)C(C)C)NS(=O)(=O)C=1C=C(C(=O)O)C=CC1)NCC1=NC=C(C=N1)N1CCOCC1)(C)C 3-[[4-[(2R)-4,4-dimethyl-2-[(5-morpholinopyrimidin-2-yl)methylamino]pentoxy]-6-(2-isopropyl-6-methyl-phenyl)-5-methyl-pyrimidin-2-yl]sulfamoyl]benzoic acid